ClC1=C(C(=O)N[C@@H]2C[C@H](C2)ON=CC2=C(N3C(CC3SC2)=O)C(=O)O)C=CC(=C1O)O 3-[[3-[(2-chloro-3,4-dihydroxy-benzoyl)amino]-trans-cyclobutoxy]iminomethyl]-8-oxo-5-thia-1-azabicyclo[4.2.0]oct-2-ene-2-carboxylic acid